N1C(=NC2=C1C=CC=C2)NC(C(=O)NC)CC2=CC(=CC=C2)C(F)(F)F 2-[(1H-1,3-benzodiazol-2-yl)amino]-N-methyl-3-[3-(trifluoromethyl)phenyl]propanamide